(S)-4-((5-fluoro-4-(6-methyl-4-oxa-7-azaspiro[2.5]octan-7-yl)pyrimidin-2-yl)amino)-N-methylbenzenesulfonamide FC=1C(=NC(=NC1)NC1=CC=C(C=C1)S(=O)(=O)NC)N1[C@H](COC2(CC2)C1)C